FC(C(=O)O)(F)F.NC1=NC=2C=CC(=CC2C2=C1C=NN2C)C(=O)N(C)[C@@H]2COC1=C2C=CC(=C1)OC1CC1 (S)-4-amino-N-(6-cyclopropoxy-2,3-dihydrobenzofuran-3-yl)-N,1-dimethyl-1H-pyrazolo[4,3-c]quinoline-8-carboxamide 2,2,2-trifluoroacetate